(1R,3S,5R)-2-(2-(3-acetyl-7-methyl-5-(2-methylpyrimidin-5-yl)-1H-indazol-1-yl)acetyl)-N-(1-(2-fluorophenyl)propan-2-yl)-5-methyl-2-azabicyclo[3.1.0]hexane-3-carboxamide C(C)(=O)C1=NN(C2=C(C=C(C=C12)C=1C=NC(=NC1)C)C)CC(=O)N1[C@@H]2C[C@@]2(C[C@H]1C(=O)NC(CC1=C(C=CC=C1)F)C)C